FC=1C(=C(C=NC1F)[C@@H]1C2=C(NC(=C1C(=O)OC)C)COC2=O)[C@H](C)F methyl (S)-4-(5,6-difluoro-4-((S)-1-fluoroethyl)pyridin-3-yl)-2-methyl-5-oxo-1,4,5,7-tetrahydrofuro[3,4-b]pyridine-3-carboxylate